pentanediamine dihydrochloride Cl.Cl.C(CCCC)(N)N